3,6-dimethyl-2-morpholino-4-oxo-quinazolin CN1C(=NC2=CC=C(C=C2C1=O)C)N1CCOCC1